C(C)C1=CN=C(N1)C1=NC=CC(=C1)C=1C=NC=C(C1)N1CCOCC1 4-(2'-(5-Ethyl-1H-imidazol-2-yl)-3,4'-bipyridin-5-yl)morpholin